1-(1,3-dihydro-2H-isoindol-2-yl)-2-[(4-methyl-1,3-thiazol-2-yl)sulfonyl]ethanone C1N(CC2=CC=CC=C12)C(CS(=O)(=O)C=1SC=C(N1)C)=O